C(N)(=N)C=1C=C(SC1)CNC(=O)[C@H]1N(CC2(OCCO2)C1)C(CNC(=O)C1=CC=C(C=C1)C1=CC(=CC(=C1)Cl)Cl)=O (S)-N-((4-carbamimidoylthiophen-2-yl)methyl)-7-((3',5'-dichloro-[1,1'-biphenyl]-4-carbonyl)glycyl)-1,4-dioxa-7-azaspiro[4.4]nonane-8-carboxamide